CS(=O)(=O)OCCCN(CCOS(=O)(=O)C)C(=O)OC(C)(C)C 3-((tert-butoxycarbonyl)(2-((methylsulfonyl) oxy)ethyl)amino)propyl methanesulfonate